3,3'-(((((3-(2-carboxy-2-(pyrrolidin-3-yl)ethyl)phenyl)glycyl)azanediyl)bis(methylene))bis(3,1-phenylene))bis(2-(pyrrolidin-3-yl)propanoic acid) C(=O)(O)C(CC=1C=C(C=CC1)NCC(=O)N(CC=1C=C(C=CC1)CC(C(=O)O)C1CNCC1)CC=1C=C(C=CC1)CC(C(=O)O)C1CNCC1)C1CNCC1